N1C[C@H](CCC1)NC1=NC=C(C(=N1)C1=CNC2=NC(=CC=C21)N2CC1C(C2)COC1)C(F)(F)F N-((S)-piperidin-3-yl)-4-(6-(tetrahydro-1H-furo[3,4-c]pyrrol-5(3H)-yl)-1H-Pyrrolo[2,3-b]pyridin-3-yl)-5-(trifluoromethyl)pyrimidin-2-amine